CN1CCN(CC1)CCC(=O)O 4-methyl-1-piperazinepropanoic acid